C(C)(C)OC([C@H](CCC(C=[N+]=[N-])=O)NC([C@H](CC1=CNC2=CC=CC=C12)NC(C)=O)=O)=O (S)-2-((S)-2-acetylamino-3-(1H-indol-3-yl)propionylamino)-6-diazo-5-oxohexanoic acid isopropyl ester